Cl.Cl.NC1=CC=C(C=C1)C=1NC2=CC(=CC=C2C1)N 2-(4-aminophenyl)-6-indoleamine dihydrochloride